OC1=C(C=C(C=C1OC)C(=O)C1=CC(=C(C(=C1)OC)O)OC)OC (4-hydroxy-3,5-dimethoxy phenyl) ketone